[Ir+3].CN1N=C(N=C1C1=CC=CC=C1)CCC (1-methyl-5-phenyl-3-propyl-1H-1,2,4-triazole) iridium (iii)